ClC=1C(=C(CNC(=O)[C@H]2N(C3CC3(C2)CO)C(=O)OC(C)(C)C)C=CC1)F (3S)-tert-Butyl 3-(3-chloro-2-fluorobenzylcarbamoyl)-5-(hydroxymethyl)-2-azabicyclo[3.1.0]hexane-2-carboxylate